GUANIDINIUM TETRAFLUOROBORATE F[B-](F)(F)F.NC(=[NH2+])N